benzene (diazo)tetrakis(3,5-bis(trifluoromethyl)phenyl)borate [N+](=[N-])=C1C(C=C(C=C1C(F)(F)F)C(F)(F)F)[B-](C1=CC(=CC(=C1)C(F)(F)F)C(F)(F)F)(C1=CC(=CC(=C1)C(F)(F)F)C(F)(F)F)C1=CC(=CC(=C1)C(F)(F)F)C(F)(F)F.C1=CC=CC=C1